Benzyl (2-((S)-1-(2,3-difluorobenzyl)-5-thioxopyrrolidin-2-yl)acetyl)-L-valinate FC1=C(CN2[C@@H](CCC2=S)CC(=O)N[C@@H](C(C)C)C(=O)OCC2=CC=CC=C2)C=CC=C1F